The molecule is a quaternary ammonium salt obtained by formal methylation of the tertiary amino function of 4-diphenylacetoxy-N-methylpiperidine. It has a role as a cholinergic antagonist and a muscarinic antagonist. C[N+]1(CCC(CC1)OC(=O)C(C2=CC=CC=C2)C3=CC=CC=C3)C